FC1=C(CN([2H])[2H])C=CC=C1 2-fluorobenzylamine-d2